1-[(2S)-1,4-dioxane-2-yl]Formamide hydrochloride Cl.O1[C@@H](COCC1)C(=O)N